(R)-N-((S)-3,8-difluoro-chroman-4-ylidene)-2-methylpropan-2-sulfinamide F[C@@H]1COC2=C(C=CC=C2C1=N[S@](=O)C(C)(C)C)F